C(C)(C)(C)OC(=O)N[C@H](/C=C/C(=O)OC)C methyl (E,4S)-4-(tert-butoxycarbonylamino)pent-2-enoate